O[C@H](C(=O)N1C[C@@H]2[C@H](C1)CC(C2)NC2=C1C(=NC=C2C=2SC(=CN2)C2(CCOCC2)O)NC=C1)C (S)-2-hydroxy-1-((3aR,5R,6aS)-5-((5-(5-(4-hydroxytetrahydro-2H-pyran-4-yl)-thiazol-2-yl)-1H-pyrrolo[2,3-b]pyridin-4-yl)amino)hexahydrocyclopenta[c]pyrrol-2(1H)-yl)-propan-1-one